ClC1=NC=C(C(=C1)NC1=CC2=C(N(C(N2CC[C@@H](C)O)=O)C)C=C1)Cl 5-[(2,5-dichloro-4-pyridinyl)amino]-3-[(3R)-3-hydroxybutyl]-1-methyl-benzimidazol-2-one